C(C)(C)(C)OC(NCC1=CC=C(C=C1)N1C(=NC=2C1=NC(=CC2)C)C=2C(=NC=CC2)N)=O.CN2CCN(CC2)CCOC2=C(C=C(C=C2)C)CC=2SC=CC2 1-methyl-4-(2-(4-methyl-2-(thiophen-2-ylmethyl)phenoxy)ethyl)piperazine tert-butyl-N-({4-[2-(2-aminopyridin-3-yl)-5-methylimidazo[4,5-b]pyridin-3-yl]phenyl}methyl)carbamate